1-Methyl-N-[2-methyl-5-({[3-(trifluoromethyl)phenyl]carbamoyl}amino)phenyl]-1H-imidazole-5-carboxamide CN1C=NC=C1C(=O)NC1=C(C=CC(=C1)NC(NC1=CC(=CC=C1)C(F)(F)F)=O)C